2-[1-(2,2-Difluoro-ethyl)-azetidin-3-yl]-5-[1-(2-fluoro-6-methyl-phenyl)-piperidin-4-yl]-7-(2-trifluoromethyl-benzyl)-2,4,5,7-tetrahydro-pyrazolo[3,4-d]pyrimidin-6-on FC(CN1CC(C1)N1N=C2N(C(N(CC2=C1)C1CCN(CC1)C1=C(C=CC=C1C)F)=O)CC1=C(C=CC=C1)C(F)(F)F)F